C(C)(C)(C)OC(=O)N1C=CC2=CC=C(C=C12)C(C(=O)OCC)[N+](=O)[O-] 6-(2-ethoxy-1-nitro-2-oxoethyl)-1H-indole-1-carboxylic acid tert-butyl ester